C(#C)C=1C=NC2=CC=C(C=C2N1)C1=C(C2=C(N=CN=C2N)N1C)C1=CC(=C(C=C1)OC1=NC=CC(=N1)C)F 6-(3-ethynylquinoxalin-6-yl)-5-(3-fluoro-4-((4-methylpyrimidin-2-yl)oxy)phenyl)-7-methyl-7H-pyrrolo[2,3-d]pyrimidin-4-amine